erythritol tetra-pelargonate C(CCCCCCCC)(=O)O[C@@H](COC(CCCCCCCC)=O)[C@H](OC(CCCCCCCC)=O)COC(CCCCCCCC)=O